methyl 2-[1-cyclobutyl-6-(trifluoromethyl)-1H-1,3-benzodiazol-2-yl]-5-methoxy-1-methyl-6-oxo-1,6-dihydropyrimidine-4-carboxylate C1(CCC1)N1C(=NC2=C1C=C(C=C2)C(F)(F)F)C=2N(C(C(=C(N2)C(=O)OC)OC)=O)C